6-(1-Methyl-1H-pyrazol-4-yl)-3-(4-phenylethylcyclohexyl)pyrazolo[1,5-a]pyridine CN1N=CC(=C1)C=1C=CC=2N(C1)N=CC2C2CCC(CC2)CCC2=CC=CC=C2